6-(2,3,4,5,6,7-hexahydroindol-3a-yl)-1,4-dimethyl-phthalazine N=1CCC2(CCCCC12)C=1C=C2C(=NN=C(C2=CC1)C)C